C(#N)C=1C=NN2C1C(=CC(=C2)C=2N=NN(C2C)C2CCN(CC2)C(=O)OC(C)(C)C)O tert-Butyl 4-[4-(3-cyano-4-hydroxy-pyrazolo[1,5-a]pyridine-6-yl)-5-methyl-triazol-1-yl]piperidine-1-carboxylate